C(C)C1=NN(C=C1C(=O)NC1=NC2=C(N1)C(=CC(=C2)C(=O)N)OCCCO)C 2-(3-ethyl-1-methyl-1H-pyrazole-4-carboxamido)-7-(3-hydroxypropoxy)-1H-benzo[d]Imidazole-5-carboxamide